BrC1=C(C=CC=C1C)C 4-bromo-3,5-dimethylbenzene